FC=1C(=C(C=CC1F)[C@H]1[C@@H](O[C@]([C@H]1C)(C(F)(F)F)C)C(=O)NC1=CC(=NC=C1)C(=O)N)C |o1:8,9,11,12| Rel-(2r,3s,4s,5r)-4-[[3-(3,4-Difluoro-2-MethylPhenyl)-4,5-Dimethyl-5-(Trifluoromethyl)Tetrahydrofuran-2-Carbonyl]Amino]pyridine-2-Carboxamide